2-(7-((2S,5R)-4-(1-(5-cyclopropoxypyridin-2-yl)ethyl)-2,5-diethylpiperazin-1-yl)-4-methyl-5-oxo-4,5-dihydro-2H-pyrazolo[4,3-b]pyridin-2-yl)acetonitrile C1(CC1)OC=1C=CC(=NC1)C(C)N1C[C@@H](N(C[C@H]1CC)C=1C=2C(N(C(C1)=O)C)=CN(N2)CC#N)CC